tert-butyl 4-(4-(4-(4-oxo-4,5,6,7-tetrahydro-1H-pyrrolo[3,2-c]pyridin-2-yl)pyridin-2-yl)phenyl)piperazine-1-carboxylate O=C1NCCC2=C1C=C(N2)C2=CC(=NC=C2)C2=CC=C(C=C2)N2CCN(CC2)C(=O)OC(C)(C)C